6-fluoro-N-methyl-5-(4-oxopiperidin-1-yl)pyridineamide FC1=C(C=CC(=N1)C(=O)NC)N1CCC(CC1)=O